CCCC1=CC=C(C=CCCC(C)C2=C(C(=O)O)C=CC(=C2)C)C=C1 [4-(3-propyl)benzylidene-2-pentyl]4-methylbenzoic acid